N-[4-amino-8-(4-trans-aminocyclohexoxy)-5,5-dimethyl-6H-benzo[h]quinazolin-7-yl]-2-hydroxy-N-methyl-ethanesulfonamide NC1=NC=NC=2C3=C(CC(C12)(C)C)C(=C(C=C3)OC3(CCCCC3)N)N(S(=O)(=O)CCO)C